C(CC1(OCCN1CCO)C)C1(OCCN1CCO)C (±)-2,2'-(ethane-1,2-diylbis(2-methyloxazolidine-2,3-diyl))bis(ethan-1-ol)